BrC=1C=C(C2=C(NC=N2)C1)F 6-bromo-4-fluoro-1H-benzo[d]imidazole